BrC=1C=CC2=C(C(=C(O2)C(C(F)(F)F)O)COC2=C(C=CC(=C2)OC)CC(=O)OCC)C1 ethyl 2-(2-((5-bromo-2-(2,2,2-trifluoro-1-hydroxy ethyl)benzofuran-3-yl)methoxy)-4-methoxyphenyl)acetate